BrC1=CC=C2C(N(C(=NC2=C1)C)CC(F)(F)F)=O 7-bromo-2-methyl-3-(2,2,2-trifluoroethyl)quinazolin-4(3H)-one